O=C1NC(CCC1N1C(C2=CC=C(C=C2C1=O)NCCCCCC(N1CCC(CC1)C1=NC2=CC=CC=C2N=C1)=O)=O)=O 2-(2,6-dioxopiperidin-3-yl)-5-((6-oxo-6-(4-(quinoxalin-2-yl)piperidin-1-yl)hexyl)amino)isoindoline-1,3-dione